2-[(E)-2-(aminomethyl)-3-fluoro-allyl]-4-[4-(2,1,3-benzoxadiazol-5-yl)-2-fluoro-phenyl]-1,2,4-triazol-3-one NC/C(/CN1N=CN(C1=O)C1=C(C=C(C=C1)C1=CC=2C(=NON2)C=C1)F)=C\F